{3-[4-(3-methyl-benzyloxy)phenylthio]furan-2-yl}imidazolidine-2,4-dione CC=1C=C(COC2=CC=C(C=C2)SC2=C(OC=C2)N2C(NC(C2)=O)=O)C=CC1